CC=1C=NC(=NC1)C(=O)NN 5-methyl-2-pyrimidineformylhydrazine